FC=1C=C2C(=C(N(C2=C(C1)F)C)C=O)C 5,7-difluoro-1,3-dimethylindole-2-carbaldehyde